ClC1=C(C=C(C(=C1)F)C1=C(C(=C(C(=C1)F)F)F)F)S(=O)(=O)N 4-chloro-2',3',4',5',6-pentafluoro-[1,1'-biphenyl]-3-sulfonamide